(1S)-2-[4,6-bis(trifluoromethyl)pyrimidin-2-yl]-6-chloro-1-(2-methylprop-1-en-1-yl)-2,3,4,9-tetrahydro-1H-pyrido[3,4-b]indole FC(C1=NC(=NC(=C1)C(F)(F)F)N1[C@H](C=2NC3=CC=C(C=C3C2CC1)Cl)C=C(C)C)(F)F